6-hydroxyisoquinolin-1(2H)-one OC=1C=C2C=CNC(C2=CC1)=O